C(=O)(O)C=1C(=C(C=CC1C(=O)O)C=1C(=C(C(C(=O)O)=CC1)C(=O)O)OC1=CC=C(C=C1)\C=C\C(C1=CC=CC=C1)=O)OC1=CC=C(C=C1)\C=C\C(C1=CC=CC=C1)=O 4-[3,4-Dicarboxy-2-[4-[(E)-3-oxo-3-phenylprop-1-enyl]phenoxy]phenyl]-3-[4-[(E)-3-oxo-3-phenylprop-1-enyl]phenoxy]phthalic acid